S(=O)(=O)(O)C(C(=O)[O-])(CSSCC(C(=O)[O-])(N1C(CCC1=O)=O)S(=O)(=O)O)N1C(CCC1=O)=O 3,3'-Dithiobis-[sulfosuccinimidyl-propionate]